3-(4-bromophenyl)-N-(5-fluoropyridin-2-yl)oxetan-3-carboxamide BrC1=CC=C(C=C1)C1(COC1)C(=O)NC1=NC=C(C=C1)F